(S)-N-((S)-1-amino-3-phenylpropan-1-yl)-3-(6-chlorobenzo[d]thiazol-2-yl)-2-propionamidopropionamide N[C@H](CCC1=CC=CC=C1)NC([C@H](CC=1SC2=C(N1)C=CC(=C2)Cl)NC(CC)=O)=O